N1=CC=C(C=C1)C1CCN(CC1)S(=O)(=O)C=1C=NN2C1CCCC2 3-((4-(pyridin-4-yl)piperidin-1-yl)sulfonyl)-4,5,6,7-tetrahydropyrazolo[1,5-a]pyridine